ClC1=C(C=CC2=C1C(=N[C@H](C=1N2N=C(N1)C(=O)OCC)C)C1=C(C=CC=C1F)F)C(F)(F)F ethyl (4S)-7-chloro-6-(2,6-difluorophenyl)-4-methyl-8-(trifluoromethyl)-4H-[1,2,4]triazolo[1,5-a][1,4]benzodiazepine-2-carboxylate